ClC1=C(C=CC=C1)CC(=O)NC=1C=C(C2=CNN=C2C1)S(/N=C/N(C)C)(=O)=O (E)-2-(2-chlorophenyl)-N-(4-(N-((dimethylamino)methylene)sulfamoyl)-2H-indazol-6-yl)acetamide